C(CCCC)OC=1C(=CC=2C3=CC(=C(C=C3C3=CC(=C(C=C3C2C1)OCCCCC)CCCCO)OCCCCC)OCCCCC)CCCCO 3,6,10,11-tetrakis(n-pentyloxy)triphenylene-2,7-dibutanol